CC(CC1=NNC=C1)(C)C trimethyl-ethyl-pyrazole